CN1CC2C(C(C1)CO)CCC2C (2,7-dimethyloctahydro-1H-cyclopenta[c]pyridin-4-yl)methanol